tert-butyl 2-fluoro-6-(4-(methoxycarbonyl)phenyl)-7-azaspiro-[3.5]nonane-7-carboxylate FC1CC2(C1)CC(N(CC2)C(=O)OC(C)(C)C)C2=CC=C(C=C2)C(=O)OC